6-((5-cyclopropyl-3-(6-methylpyridin-3-yl)isoxazol-4-yl)methoxy)-N-(2-oxaspiro[3.3]heptan-6-yl)pyridazine-3-carboxamide C1(CC1)C1=C(C(=NO1)C=1C=NC(=CC1)C)COC1=CC=C(N=N1)C(=O)NC1CC2(COC2)C1